[5-(5-chloro-2-methylpyridin-4-yl)-1H-pyrazole-3-carbonyl]piperidine-4-carboxylic acid methyl ester COC(=O)C1CCN(CC1)C(=O)C1=NNC(=C1)C1=CC(=NC=C1Cl)C